[Br-].CO[Si](OC)(OC)COC1=C(C=C(C=C1)O)[P+](C1=CC=CC=C1)(C1=CC=CC=C1)C1=CC=CC=C1 (2-[(trimethoxysilyl)methoxy]-5-hydroxyphenyl)triphenylphosphonium bromide